methyl (6-methoxypyridin-3-yl)carbamate COC1=CC=C(C=N1)NC(OC)=O